O=C1NC(CCC1N1C(=NC2=C1C=CC(=C2)N2CCN(CC2)C(=O)OC(C)(C)C)C)=O tert-butyl 4-(1-(2,6-dioxopiperidin-3-yl)-2-methyl-1H-benzo[d]imidazol-5-yl)piperazine-1-carboxylate